COC1=C(C=CC(=C1)C=1C=NN(C1)C)NC=1N=CC2=C(N1)C(=NC=C2)NCC2COC2 N2-(2-methoxy-4-(1-methyl-1H-pyrazol-4-yl)phenyl)-N8-(oxetan-3-ylmethyl)pyrido[3,4-d]pyrimidine-2,8-diamine